tert-Butyl (6aR,9R)-9-(bis(ethyl-d5)carbamoyl)-6a,7,8,9-tetrahydroindolo[4,3-fg]quinoline-4(6H)-carboxylate C(C([2H])([2H])[2H])([2H])([2H])N(C(=O)[C@H]1CN[C@@H]2CC=3C4=C(C2=C1)C=CC=C4N(C3)C(=O)OC(C)(C)C)C(C([2H])([2H])[2H])([2H])[2H]